(4S,12aS)-N-[(2,4-Difluorophenyl)methyl]-1-(2-furanylmethyl)-7-hydroxy-4-methyl-6,8-dioxo-1,2,3,4,6,8,12,12a-octahydropyrido[1',2':4,5]pyrazino[1,2-a]pyrimidine-9-carboxamide FC1=C(C=CC(=C1)F)CNC(=O)C=1C(C(=C2N(C[C@@H]3N([C@H](CCN3CC=3OC=CC3)C)C2=O)C1)O)=O